CC1=C(OC=2CCC3=CN(N=C3C21)C[C@@H]2OCC2)C(=O)OCC ethyl 8-methyl-2-{[(2R)-oxetan-2-yl]methyl}-4,5-dihydro-2H-furo[2,3-g]indazole-7-carboxylate